ethyl 2-(1-amino-3,4-diphenyl-1H-pyrrol-2-yl)-2-oxoacetate NN1C(=C(C(=C1)C1=CC=CC=C1)C1=CC=CC=C1)C(C(=O)OCC)=O